O1C=C(C=C1)C1=C2C(=NC=C1)NN=C2C2=CC=NC=C2 4-(3-furyl)-3-(4-pyridyl)-1H-pyrazolo[3,4-b]pyridine